ClC1=CC=NC=2[C@@H](CC[C@H](C12)CC)O[Si](C(C)C)(C(C)C)C(C)C |r| rac-(5R,8R)-4-chloro-5-ethyl-8-{[tri(propan-2-yl)silyl]oxy}-5,6,7,8-tetrahydroquinoline